ClC=1C=C(C(=O)NCC2=C3C=NNC3=CC=C2C2CC2)C=CC1C 3-chloro-N-((5-cyclopropyl-1H-indazol-4-yl)methyl)-4-methylbenzamide